C1(CCCCC1)C1=CC=C(C=C1)C1=NNC(C1)C=1C=C2N=CC=NC2=CC1 6-(3-(4-cyclohexylphenyl)-4,5-dihydro-1H-pyrazol-5-yl)quinoxaline